C1(CC1)C=1OC2=C(C1)C(=CC=C2OC)C2=CC(=NC=C2)C 4-(2-cyclopropyl-7-methoxybenzofuran-4-yl)-2-methylpyridine